N-(2-amino ethyl)-N'-(3-(trimethoxysilyl) propyl) ethylenediamine ethyl 7-fluoro-2-methyl-5-((4-methylthiazol-5-yl)methoxy)benzofuran-3-carboxylate FC1=CC(=CC=2C(=C(OC21)C)C(=O)OCC)OCC2=C(N=CS2)C.NCCNCCNCCC[Si](OC)(OC)OC